COC1=C(C(=CC=C1)OC)C1=C(C(=CC=C1)C1=C(C=CC=C1OC)OC)P(C(C)C)C1=CC=CC=C1 [2,6-Bis(2,6-dimethoxyphenyl)phenyl]-phenyl-isopropylphosphine